5-Amino-8-(2-furyl)-3-[2-(4-methoxyphenyl)ethyl]-1-methyl-[1,2,4]triazolo[5,1-f]purin-2-one NN1C=NC(=C2N3C(N=C12)N(C(N3C)=O)CCC3=CC=C(C=C3)OC)C=3OC=CC3